N-(4-trifluoromethylphenyl)-2-cyano-5-chlorobenzamide FC(C1=CC=C(C=C1)NC(C1=C(C=CC(=C1)Cl)C#N)=O)(F)F